ClC1=CC=C(C=C1)CN1C([C@H](CSC2=C1C=C(C(=C2)F)N2N=C(N=N2)CC)NC([O-])=O)=O N-[(3R)-5-[(4-chlorophenyl)methyl]-7-(5-ethyltetrazol-2-yl)-8-fluoro-4-oxo-2,3-dihydro-1,5-benzothiazepin-3-yl]carbamate